6-methoxy-N-(3-(oxetan-3-ylmethoxy)phenyl)nicotinamide COC1=NC=C(C(=O)NC2=CC(=CC=C2)OCC2COC2)C=C1